ClC1=CC=[N+](C=C1C(=O)NC1=CC=CC=C1)[O-] 4-Chloro-N-phenylnicotinamide-1-oxide